[4-(2-hydroxyethyl)piperazin-1-yl]ethanesulfonic acid OCCN1CCN(CC1)C(C)S(=O)(=O)O